(6-(1-(ethoxyimino)ethyl)-3-(methylsulfonyl)pyridin-2-yl)-3-methyl-1-phenyl-1H-1,2,4-triazol-5(4H)-one C(C)ON=C(C)C1=CC=C(C(=N1)N1C(=NN(C1=O)C1=CC=CC=C1)C)S(=O)(=O)C